BrC1=C(C(=C(C=2NC(=NC21)N(C)C)Br)Br)Br 4,5,6,7-Tetrabromo-N,N-dimethyl-1H-benzimidazol-2-amine